C1(=CC=C(C=C1)N1C2=CC=CC=C2C=2C1=CC=C1C3=CC=CC=C3N(C21)C2=CC=1C(C3=CC=CC=C3C1C=C2)(C)C)C2=CC=CC=C2 5-(1,1'-biphenyl-4-yl)-12-(9,9-dimethylfluorene-2-yl)-5H,12H-indolo[3,2-a]carbazole